(S)-1-(1-ethoxy-3-(4-(prop-2-yn-1-yloxy)phenyl)prop-2-yl)-1H-imidazo[4,5-c]Quinoline C(C)OC[C@H](CC1=CC=C(C=C1)OCC#C)N1C=NC=2C=NC=3C=CC=CC3C21